CC(CC=1C(CCC1)=O)CC 2-(2-methylbutyl)-2-cyclopenten-1-one